(S)-N-(((R)-5-((R)-hexahydropyrazino[2,1-c][1,4]oxazin-8(1H)-yl)-1,2,3,4-tetrahydroisoquinolin-3-yl)methyl)-N-methyl-5,6,7,8-tetrahydroquinolin-8-amine C1OCCN2[C@@H]1CN(CC2)C2=C1C[C@@H](NCC1=CC=C2)CN([C@H]2CCCC=1C=CC=NC21)C